C(C)(C)(C)OC(=O)N1CCC2(CCCN2CC=2C=C(C=C(C2)Cl)N2CCC(CC2)C(=O)O)CC1 1-(3-((8-(tert-butyloxycarbonyl)-1,8-diazaspiro[4.5]decan-1-yl)methyl)-5-chlorophenyl)piperidine-4-carboxylic acid